FC=1C=C(CC=2C=C3C(=NNC3=CC2)NC(C2=C(C=C(C=C2)N2CCN(CC2)CCCOC2=CC=C3C(=NN(C3=C2)C)C2C(NC(CC2)=O)=O)NC2CCOCC2)=O)C=C(C1)F N-(5-(3,5-difluorobenzyl)-1H-indazol-3-yl)-4-(4-(3-((3-(2,6-dioxopiperidin-3-yl)-1-methyl-1H-indazol-6-yl)oxy)propyl)piperazin-1-yl)-2-((tetrahydro-2H-pyran-4-yl)amino)benzamide